2-(4-(5-((6-chloro-2-methoxy-acridin-9-yl)amino)-2-hydroxybenzyl)piperazin-1-yl)acetaldehyde ClC=1C=C2N=C3C=CC(=CC3=C(C2=CC1)NC=1C=CC(=C(CN2CCN(CC2)CC=O)C1)O)OC